C(#N)C1(CC1)NS(=O)(=O)C1=CC=C2C3=C(N(C2=C1)C=1SC(=NN1)C(F)F)N=CN=C3N3CCN(CC3)C(=O)OC(C)C Isopropyl 4-(7-(N-(1-cyanocyclopropyl)sulfamoyl)-9-(5-(difluoromethyl)-1,3,4-thiadiazol-2-yl)-9H-pyrimido[4,5-b]indol-4-yl)piperazine-1-carboxylate